BrC1=C(C(=O)NC2=C(C(=CC=C2)C)Br)C=CC=C1C 2-bromo-3-methyl-N-(2-bromo-3-methylphenyl)benzamide